ClC1=C2C=C(C(=NC2=CC=C1)N1CCC(CCC1)(F)F)C(=O)NC1=CC(=CC=C1)S(N)(=O)=O 5-chloro-2-(4,4-difluoroazepan-1-yl)-N-(3-sulfamoylphenyl)quinoline-3-carboxamide